C1(CC1)C1=C(C=C(C=C1)C)NC1=CC=C2C(=N1)C(N(C2)C2COC2)=O 2-((2-cyclopropyl-5-methylphenyl)amino)-6-(oxetan-3-yl)-5,6-dihydro-7H-pyrrolo[3,4-b]pyridin-7-one